NC1=NC=NN2C1=C(C(=N2)C2=CC(=C(C=C2)NC(C(=C)F)=O)CN(C)C)C2=CC(=C(C(=O)NCC(F)(F)F)C=C2)OC 4-(4-amino-6-(3-((dimethylamino)methyl)-4-(2-fluoroacrylamido)phenyl)pyrazolo[5,1-f][1,2,4]triazin-5-yl)-2-methoxy-N-(2,2,2-trifluoroethyl)benzamide